NC1=NC2=C(N1)C=C(C=C2C(=O)OC)C2=C(C=C(C=C2)C)Cl methyl 2-amino-6-(2-chloro-4-methylphenyl)-1H-benzo[d]imidazole-4-carboxylate